NC=1SC2=C(C1C#N)C(=CC=C2F)C2=C1C(=C3C=CC(=NC3=C2Cl)OC[C@H]2N(C[C@@H](C2)O)C)COC1 2-Amino-4-[5-chloro-7-[[(2S,4R)-4-hydroxy-1-methyl-pyrrolidin-2-yl]methoxy]-1,3-dihydrofuro[3,4-f]quinolin-4-yl]-7-fluoro-benzothiophene-3-carbonitrile